2-(trimethylammonio)ethyl methacrylate chloride [Cl-].C(C(=C)C)(=O)OCC[N+](C)(C)C